C(#N)CC1CC(C1)(C1=NN=CN1C)C=1C=C(C=CC1)NC(=O)C1=CC(=C2C(=N1)C=CN2C)CNC2(CCC2)C N-(3-((1s,3s)-3-(cyanomethyl)-1-(4-methyl-4H-1,2,4-triazol-3-yl)cyclobutyl)phenyl)-1-methyl-7-(((1-methylcyclobutyl)amino)methyl)-1H-pyrrolo[3,2-b]pyridine-5-carboxamide